(6S)-6-{2-Chloro-3-[4-(tri-fluoromethyl)anilino]phenyl}-2-imino-6-methyl-3-(tetrahydro-pyran-4-yl)hexahydropyrimidin-4-one ClC1=C(C=CC=C1NC1=CC=C(C=C1)C(F)(F)F)[C@@]1(CC(N(C(N1)=N)C1CCOCC1)=O)C